2-{4-[5-chloro-2-(4-chloro-1H-1,2,3-triazol-1-yl)phenyl]-5-methoxy-2-oxopyridin-1(2H)-yl}-N-(quinolin-6-yl)butanamide ClC=1C=CC(=C(C1)C1=CC(N(C=C1OC)C(C(=O)NC=1C=C2C=CC=NC2=CC1)CC)=O)N1N=NC(=C1)Cl